ClC1=C(C=C(OCC(=O)NC23CC(C2)(C3)NC(COC=3C=NC(=CC3)OC)=O)C=C1)F (4-chloro-3-fluorophenoxy)-N-(3-{2-[(6-methoxypyridin-3-yl)oxy]acetamido}bicyclo[1.1.1]pentan-1-yl)acetamide